ClC=1C=C(C=CC1)N1C[C@H](CC1)C(=O)N[C@H]1[C@H]2CC[C@@H](C1)N2C#N (3S)-1-(3-chlorophenyl)-N-((1R,2R,4S)-7-cyano-7-azabicyclo[2.2.1]heptan-2-yl)-3-pyrrolidinecarboxamide